(S)-7-(8-Ethynylnaphthalen-1-yl)-8-fluoro-2-((1-methylpyrrolidin-2-yl)methoxy)-4-(piperazin-1-yl)pyrido[4,3-d]pyrimidine C(#C)C=1C=CC=C2C=CC=C(C12)C1=C(C=2N=C(N=C(C2C=N1)N1CCNCC1)OC[C@H]1N(CCC1)C)F